2,6-bis(3,4-dimethylphenyl)pyridine-3,5-diyl-bis(phenylmethanone) CC=1C=C(C=CC1C)C1=NC(=C(C=C1C(=O)C1=CC=CC=C1)C(=O)C1=CC=CC=C1)C1=CC(=C(C=C1)C)C